ClC1=CC=C(C=C1)C=1N=C2N(C=CC=N2)C1CN1CC2CCC(C1)N2C(=O)NC2CC2 3-{[2-(4-chlorophenyl)imidazo[1,2-a]pyrimidin-3-yl]methyl}-N-cyclopropyl-3,8-diazabicyclo[3.2.1]octane-8-carboxamide